C(C1=CC=CC=C1)N1C(C2(C1)CCN(CC2)C(=O)OC(C)(C)C)=O tert-butyl 2-benzyl-1-oxo-2,7-diazaspiro[3.5]nonane-7-carboxylate